(4-(aminomethyl)-3-fluorophenyl)phosphonic acid hydrochloride Cl.NCC1=C(C=C(C=C1)P(O)(O)=O)F